tert-butyl 4-({6-[5-fluoro-4-(1H-pyrazol-4-yl)-1H-indazol-7-yl] pyridazin-3-yl}amino)piperidine-1-carboxylate FC=1C(=C2C=NNC2=C(C1)C1=CC=C(N=N1)NC1CCN(CC1)C(=O)OC(C)(C)C)C=1C=NNC1